OC1CC(NCC1)C(=O)O 4-hydroxyl-2-piperidinecarboxylic acid